ClC[C@H](CCO)O[Si](C)(C)C(C)(C)C (3S)-4-chloro-3-tert-butyldimethylsilyloxy-butan-1-ol